ClC=1C=C2C(=C(C(=NC2=CC1)C)S(=O)(=O)N1CCSCC1)O 6-chloro-2-methyl-3-thiomorpholinosulfonyl-quinolin-4-ol